C(C1=CC=CC=C1)C=1N=C2N(C(=NC=3C=CC(=CC23)F)N)C1 2-benzyl-9-fluoroimidazo[1,2-c]quinazolin-5-amine